(2S,4R)-1-((S)-2-Amino-3,3-dimethylbutanoyl)-4-hydroxy-N-((S)-1-(4-(4-methylthiazol-5-yl)phenyl)ethyl)pyrrolidine-2-carboxamide bis(hydrochloride) salt Cl.Cl.N[C@H](C(=O)N1[C@@H](C[C@H](C1)O)C(=O)N[C@@H](C)C1=CC=C(C=C1)C1=C(N=CS1)C)C(C)(C)C